2-((3,5-dicyano-6-(dimethylamino)-4-ethylpyridin-2-yl)thio)-2-(pyridin-4-yl)acetamide sodium [Na].C(#N)C=1C(=NC(=C(C1CC)C#N)N(C)C)SC(C(=O)N)C1=CC=NC=C1